FC=1C=C(C=C(C1F)F)CCNC(OCCC)=O Propyl N-[2-(3,4,5-trifluorophenyl)ethyl]carbamate